4-(1-(3-chloro-2-(methylamino)-5-nitrophenyl)-1H-imidazol-4-yl)benzonitrile ClC=1C(=C(C=C(C1)[N+](=O)[O-])N1C=NC(=C1)C1=CC=C(C#N)C=C1)NC